4'-octyloxy-1,1-Biphenyl C(CCCCCCC)OC1=CC=C(C=C1)C1=CC=CC=C1